(R)-4-methyl-5-(4-((1-(6-methyl-pyrazin-2-yl)-1H-pyrazol-4-yl)methyl)morpholin-2-yl)isobenzofuran-1(3H)-one CC1=C2COC(C2=CC=C1[C@@H]1CN(CCO1)CC=1C=NN(C1)C1=NC(=CN=C1)C)=O